(2S-cis)-3,3-dimethyl-7-oxo-4-thioxo-1-azabicyclo[3.2.0]Heptane-2-carboxylic acid CC1([C@H](N2C(C[C@@H]2C1=S)=O)C(=O)O)C